4-[[[(2R,5S)-2-[4-(4-chlorophenoxy)phenyl]-3-oxo-1,4-thiazepan-5-yl]methylamino]methyl]benzoic acid ClC1=CC=C(OC2=CC=C(C=C2)[C@H]2SCC[C@H](NC2=O)CNCC2=CC=C(C(=O)O)C=C2)C=C1